C(CCCCC)C1=NC=CC=C1 n-hexylpyridine